ethyl 6',7'-dihydrospiro[cyclopropane-1,5'-pyrrolo[1,2-c]imidazole]-1'-carboxylate C1(=C2N(C=N1)C1(CC2)CC1)C(=O)OCC